(R)-6-chloro-3-((1-(2-(2,3-difluorophenyl)-3,6-dimethyl-4-oxo-3,4-dihydroquinazolin-8-yl)ethyl)amino)-N-(methylsulfonyl)picolinamide ClC1=CC=C(C(=N1)C(=O)NS(=O)(=O)C)N[C@H](C)C=1C=C(C=C2C(N(C(=NC12)C1=C(C(=CC=C1)F)F)C)=O)C